OC=1C=C(C=CC1)/C=C/C(=O)C1=CC=C(C=C1)OC (E)-3-(3-hydroxyphenyl)-1-(4-methoxyphenyl)prop-2-en-1-one